(2-(trimethylsilyl)ethoxy)-7H-pyrrolo[2,3-D]pyrimidine C[Si](CCOC=1N=CC2=C(N1)NC=C2)(C)C